tert-butyl 4-((6-(4-aminophenyl)-2,6-diazaspiro[3.3]heptan-2-yl)methyl)piperidine-1-carboxylate NC1=CC=C(C=C1)N1CC2(CN(C2)CC2CCN(CC2)C(=O)OC(C)(C)C)C1